COCC=1C=NC=NC1 5-(methoxymethyl)pyrimidin